(R)-1-(4-chloro-6-(2-methylpyrrolidin-1-yl)pyridin-2-yl)-N-methyl-methylamine ClC1=CC(=NC(=C1)N1[C@@H](CCC1)C)CNC